BrC=1C=C(C=C(C1)C)S(=O)(=O)NC(COC1=CC2=CC=CC=C2C=C1)=O N-((3-Bromo-5-methylphenyl)sulfonyl)-2-(naphthalen-2-yloxy)acetamide